BrC=1C=C(CN2C(=NC=3N(C(N(C(C23)=O)CC#N)=O)C)SC(C(=O)OCC)CC)C=CC1 ethyl 2-{[7-(3-bromobenzyl)-1-(cyanomethyl)-3-methyl-2,6-dioxo-2,3,6,7-tetrahydro-1H-purin-8-yl]thio}butanoate